L-arginyl-alanine methyl ester COC([C@@H](NC([C@@H](N)CCCNC(N)=N)=O)C)=O